C(C1=CC=CC=C1)OCC(COC(C)C)O 1-benzyloxy-3-isopropoxy-2-propanol